FC1=C(C=CC(=C1F)C#N)C1=C(C=C(C=C1OC)OC)OC 2,3-difluoro-2',4',6'-trimethoxy-[1,1'-biphenyl]-4-nitrile